OC=1C=C(C(=O)NC=2C=C(C=CC2N2CCN(CC2)C)N2N=NC(=C2)C(=O)NCCCN2CCOCC2)C=C(C1)C(F)(F)F 1-(3-(3-hydroxy-5-(trifluoromethyl)benzamido)-4-(4-methylpiperazin-1-yl)phenyl)-N-(3-morpholinopropyl)-1H-1,2,3-triazole-4-carboxamide